tert-butyl N-{6-[(2S)-2-[(tert-butoxycarbonyl)amino]propyl]-7-methylthieno[3,2-c]pyridazin-4-yl}-N-(pyrimidin-4-ylmethyl)carbamate C(C)(C)(C)OC(=O)N[C@H](CC1=C(C=2N=NC=C(C2S1)N(C(OC(C)(C)C)=O)CC1=NC=NC=C1)C)C